FC(C(C#CC=1C=C(C=C(C1)F)N(C1=NC=2N(C3=CC=C(C(=C13)F)F)C=NN2)CC(F)F)(C)C)F N-(3-(4,4-difluoro-3,3-dimethylbut-1-yn-1-yl)-5-fluorophenyl)-N-(2,2-difluoroethyl)-6,7-difluoro-[1,2,4]triazolo[4,3-a]quinazolin-5-amine